5-[(3-phenylpropyl)sulfonylamino]-1,3-thiazole-4-carboxylic acid C1(=CC=CC=C1)CCCS(=O)(=O)NC1=C(N=CS1)C(=O)O